tert-butyl (3R,5S)-3-[(5-bromopentanoyl) amino]-5-fluoropiperidine-1-carboxylate BrCCCCC(=O)N[C@H]1CN(C[C@H](C1)F)C(=O)OC(C)(C)C